(2R)-N-tert-butyl-2-{methyl[2-(pyridin-2-yl)-5H,6H,7H-cyclopenta[d]pyrimidin-4-yl]amino}-4-(methylsulfanyl)butanamide C(C)(C)(C)NC([C@@H](CCSC)N(C=1C2=C(N=C(N1)C1=NC=CC=C1)CCC2)C)=O